C=1N(C=CC=2C1N=C1C=CC=CC21)C(=O)[O-] pyrido[3,4-b]indole-2-carboxylate